3-[Benzyl-(2,2,2-trifluoroacetyl)amino]propanoic acid C(C1=CC=CC=C1)N(CCC(=O)O)C(C(F)(F)F)=O